(3R)-N-[2,4-difluoro-3-[5-[4-(4-piperazin-1-yl-1-piperidinyl)phenyl]-1H-pyrrolo[2,3-b]pyridine-3-carbonyl]phenyl]-3-fluoro-pyrrolidine-1-sulfonamide trifluoroacetate FC(C(=O)O)(F)F.FC1=C(C=CC(=C1C(=O)C1=CNC2=NC=C(C=C21)C2=CC=C(C=C2)N2CCC(CC2)N2CCNCC2)F)NS(=O)(=O)N2C[C@@H](CC2)F